methyl 3-(3,4-difluoro-2-methoxy-phenoxy)-6-iodo-pyrazine-2-carboxylate FC=1C(=C(OC=2C(=NC(=CN2)I)C(=O)OC)C=CC1F)OC